NC1=C2C(=NC=N1)N(N=C2C2=C(C=C(C=C2)OC2=CC=CC=C2)F)C[C@H]2N(CCC2)C(=O)C(C#N)=CC(C)(C)NCC 2-((S)-2-((4-amino-3-(2-fluoro-4-phenoxyphenyl)-1H-pyrazolo[3,4-d]pyrimidin-1-yl)methyl)pyrrolidine-1-carbonyl)-4-(ethylamino)-4-methylpent-2-enenitrile